NC=1C=C2C(=NC1N1CCOCC1)C(N(C2)C)=O 3-amino-6-methyl-2-morpholino-5H-pyrrolo[3,4-b]pyridin-7-one